5-((S)-2-chloropropionamido)-6-((((S)-oxetan-2-yl)methyl)amino)pyridine Methyl-formate COC=O.Cl[C@H](C(=O)NC=1C=CC=NC1NC[C@H]1OCC1)C